O=C1NC(CCC1NC1=CC(=C(C=C1)N1CCN(CC1)C(=O)OC(C)(C)C)C)=O tert-butyl 4-[4-[(2,6-dioxo-3-piperidyl)amino]-2-methyl-phenyl]piperazine-1-carboxylate